FC1=CC=CC2=C1SC=C2C#N 7-fluorobenzo[b]thiophen-3-carbonitrile